CC1=C(OC(O1)=O)CN=C1C=2N=CNC2N=CN1 6-(((5-methyl-2-oxo-1,3-dioxol-4-yl)methyl)imino)-1,6-dihydro-9H-purin